(S)-6-(1-amino-1,3-dihydrospiro[indene-2,4'-piperidin]-1'-yl)-3-(7,8-dihydroquinolin-5-yl)-1,5-dihydro-4H-pyrazolo[3,4-d]pyrimidin-4-one N[C@@H]1C2=CC=CC=C2CC12CCN(CC2)C=2NC(C1=C(N2)NN=C1C=1C=2C=CC=NC2CCC1)=O